N-([2,3'-bipyridin]-5-ylmethyl)-9-isopropyl-2-phenyl-9H-purin-6-amine N1=C(C=CC(=C1)CNC1=C2N=CN(C2=NC(=N1)C1=CC=CC=C1)C(C)C)C=1C=NC=CC1